N-(3,4-dichlorophenyl)-N,N'-dimethyl-urea ClC=1C=C(C=CC1Cl)N(C(=O)NC)C